di(4-tert-butyl-benzoic acid) aluminum hydroxide [OH-].[Al+3].C(C)(C)(C)C1=CC=C(C(=O)O)C=C1.C(C)(C)(C)C1=CC=C(C(=O)O)C=C1.[OH-].[OH-]